(E)-3-(4-((2-(benzo[c][1,2,5]thiadiazol-5-ylamino)pyrimidin-4-yl)oxy)-3,5-dimethylphenyl)acrylonitrile N=1SN=C2C1C=CC(=C2)NC2=NC=CC(=N2)OC2=C(C=C(C=C2C)/C=C/C#N)C